2,4-diamino-6-ethynylquinazoline NC1=NC2=CC=C(C=C2C(=N1)N)C#C